4-(4-(2,4-Dioxotetrahydropyrimidin-1(2H)-yl)-3-methoxyphenoxy)butanoic acid O=C1N(CCC(N1)=O)C1=C(C=C(OCCCC(=O)O)C=C1)OC